(S)-4-Benzyl-10-(methylsulfonyl)-5-oxo-2-tolyl-1,2,3,4,5,10-hexahydroazepino[3,4-b]indole-4-carbonitrile C(C1=CC=CC=C1)C1C=C(C(=CC1=O)C)[C@@H]1NCC(CC2=C1N(C1=CC=CC=C21)S(=O)(=O)C)C#N